7-(azetidin-1-yl)-N-(4-(5-(pyridin-4-ylamino)-1H-benzo[d]imidazol-2-yl)phenyl)isoquinolin-1-amine N1(CCC1)C1=CC=C2C=CN=C(C2=C1)NC1=CC=C(C=C1)C1=NC2=C(N1)C=CC(=C2)NC2=CC=NC=C2